IC=1C=NC(=NC1)NC1=C(C=CC=C1)OC1=CC=CC=C1 5-Iodo-2-(2-phenoxyphenylamino)pyrimidine